CC[C@@H](CCCC[C@H](CC)O)O (3S,8S)-3,8-decanediol